(R)-N-(6-isopropyl-1-methyl-2-(3-((5-(trifluoromethyl)pyrimidin-2-yl)amino)piperidin-1-yl)-1H-benzo[d]imidazol-5-yl)acrylamide C(C)(C)C=1C(=CC2=C(N(C(=N2)N2C[C@@H](CCC2)NC2=NC=C(C=N2)C(F)(F)F)C)C1)NC(C=C)=O